C(C1=CC=CC=C1)OC=1C(=CC(=C(C1)C(=O)N1CC2(C1)CC(C2)C2=CC(=NN2C2=C(C=CC=C2)C)C)F)F (5-(benzyloxy)-2,4-difluorophenyl)(6-(3-methyl-1-(o-tolyl)-1H-pyrazol-5-yl)-2-azaspiro[3.3]hept-2-yl)methanone